trans-4-(((trans-4-(3-Cyano-4-methoxyphenyl) cyclohexyl)methyl)(4-(1-cyclopropyl-1H-pyrazol-4-yl)pyridin-2-yl)carbamoyl)cyclohexyl methylcarbamate CNC(O[C@@H]1CC[C@H](CC1)C(N(C1=NC=CC(=C1)C=1C=NN(C1)C1CC1)C[C@@H]1CC[C@H](CC1)C1=CC(=C(C=C1)OC)C#N)=O)=O